2-amino-N-(2,2,2-trifluoroethyl)propionamide hydrochloride Cl.NC(C(=O)NCC(F)(F)F)C